NCC(COCCOCCOCCOCCNC(OC(C)(C)C)=O)F Tert-Butyl N-[2-[2-[2-[2-(3-amino-2-fluoro-propoxy)ethoxy]ethoxy]ethoxy]ethyl]carbamate